ClC1=C(C=CC(=C1)P(=O)(C)C)[C@H](CC(=O)N[C@H](C(=O)NC(C[C@H]1C(NCC1)=O)C(C(=O)NC1CC1)=O)CC(C)(C)C)CC (2S)-2-((S)-3-(2-Chloro-4-(dimethylphosphoryl)phenyl)pentanamido)-N-(4-(cyclopropylamino)-3,4-dioxo-1-((S)-2-oxopyrrolidin-3-yl)butan-2-yl)-4,4-dimethylpentanamid